C1(=CC=CC=C1)C1=C(C2=C(SC3=C2C=CC=C3)C=C1)C1=NN=NC(=C1C1=C(C(=CC=3C2=CC=CC=C2CC13)C)C)C1=CC=CC=C1 phenyl-[phenyl(dimethylfluorenyl)triazineyl]dibenzothiophene